5-((tert-butyldimethylsilyl)oxy)-2-hydroxybenzaldehyde [Si](C)(C)(C(C)(C)C)OC=1C=CC(=C(C=O)C1)O